4-Nitrobenzene (S)-(1-Phenylpropan-2-yl)carbamate C1(=CC=CC=C1)C[C@H](C)NC(O)=O.[N+](=O)([O-])C1=CC=CC=C1